ClC1=NC=2N(C=C1)N=C(N2)NC2CN(CCC2)C 5-chloro-N-(1-methylpiperidin-3-yl)[1,2,4]triazolo[1,5-a]pyrimidin-2-amine